N-(5-chloro-2-methoxyphenyl)-4-(furan-2-carbonyl)piperazine-1-thiocarboxamide ClC=1C=CC(=C(C1)NC(=S)N1CCN(CC1)C(=O)C=1OC=CC1)OC